C(=C)C1=CC=C(C=C1)CP(O)(O)=O (4-ethenylphenyl)methylphosphonic acid